3-[4-[3-[[(3R,4S)-3-fluoro-4-piperidinyl]oxymethyl]azetidin-1-yl]-3-methyl-2-oxo-benzimidazol-1-yl]piperidine-2,6-dione F[C@@H]1CNCC[C@@H]1OCC1CN(C1)C1=CC=CC=2N(C(N(C21)C)=O)C2C(NC(CC2)=O)=O